9,9-dimethoxynonyltrityl-phosphonium iodide [I-].COC(CCCCCCCC[PH2+]C(C1=CC=CC=C1)(C1=CC=CC=C1)C1=CC=CC=C1)OC